6-(2,6-difluoro-4-(6-methylpyridin-3-yl)benzyl)-N-((1S,2S)-2-hydroxycyclohexyl)-5-oxo-5,6-dihydro-1,6-naphthyridine-8-carboxamide FC1=C(CN2C(C=3C=CC=NC3C(=C2)C(=O)N[C@@H]2[C@H](CCCC2)O)=O)C(=CC(=C1)C=1C=NC(=CC1)C)F